CCN(CC)CCOC1=CC=C(C=C1)C(=CC2=CC=CC=C2)C3=CC=CC=C3.C(C(=O)O)C(CC(=O)O)(C(=O)O)O 2-(p-(alpha-phenylstyryl)phenoxy)triethylamine citrate